3-((4-(dimethylamino)phenyl)amino)-5-fluorobenzonitrile CN(C1=CC=C(C=C1)NC=1C=C(C#N)C=C(C1)F)C